2-Cyclopropyl-11-(3-phenylpropyl)-11H-imidazo[1',2':1,2]pyrido[3,4-b]indole C1(CC1)C=1N=C2N(C=CC3=C2N(C2=CC=CC=C32)CCCC3=CC=CC=C3)C1